ClC1=CC(=C(N=N1)OC(F)F)C1=CC(=NC=C1C(=O)NC=1SC2=C(N1)CN(C2)C(C2=NC=C(C=C2)C(F)F)=O)C 4-(6-chloro-3-(difluoro-methoxy)pyridazin-4-yl)-N-(5-(5-(difluoromethyl)picolinoyl)-5,6-dihydro-4H-pyrrolo[3,4-d]thiazol-2-yl)-6-methyl-nicotinamide